5,6,7-trimethoxyindole COC=1C=C2C=CNC2=C(C1OC)OC